C(C1=CC=CC=C1)(=O)OCCOC=C 2-(vinyloxy)ethyl benzoate